(R)-3-((5-(3-aminopiperidin-1-yl)-2-(2,4-dimethoxyphenyl)pyridin-4-yl)methyl)imidazo[1,2-a]pyrazin-8-amine N[C@H]1CN(CCC1)C=1C(=CC(=NC1)C1=C(C=C(C=C1)OC)OC)CC1=CN=C2N1C=CN=C2N